N=C1N=C(NC(=C1)C)S 4-imino-6-methyl-1,4-dihydropyrimidine-2-thiol